tert-butyl (2R,3S,4S)-4-[(tert-butoxycarbonyl)oxy]-3-hydroxy-2-{[4-(1,2,3-thiadiazol-5-yl)phenyl]methyl}pyrrolidine-1-carboxylate C(C)(C)(C)OC(=O)O[C@@H]1[C@H]([C@H](N(C1)C(=O)OC(C)(C)C)CC1=CC=C(C=C1)C1=CN=NS1)O